N1(CCCCC1)C1=C(C=CC=C1)NS(=O)(=O)C=1SC(=CC1)C(F)(F)F N-[2-(1-Piperidinyl)phenyl]-5-(trifluoromethyl)thiophene-2-sulfonamide